COC(=O)C=1C=C2C(C=CC2=CC1F)=O 6-fluoro-3-oxo-indene-5-carboxylic acid methyl ester